CC1=[N+](C=C(C=C1)C(C(F)(F)F)OC1=NC2=CC=CC=C2N=C1NS(=O)(=O)CCC)[O-] 2-methyl-5-(2,2,2-trifluoro-1-(3-(propylsulfonamido)quinoxalin-2-yloxy)ethyl)pyridine 1-oxide